FC1=C(C=CC=C1)C1=C(C=CC(=C1)C=O)COC 2-fluoro-5'-formyl-2'-(methoxymethyl)-[1,1'-biphenyl]